Cl.Cl.FC(CN1CCC(CC1)C=1N=NC2=CC(=CC(=C2C1)F)C=1C=C(C=2N(N1)C=C(N2)C)C)F 3-[1-(2,2-Difluoroethyl)piperidin-4-yl]-7-(2,8-dimethylimidazo[1,2-b]pyridazin-6-yl)-5-fluorocinnoline dihydrochloride